Trans-benzyl 2-(naphthalen-1-yl)cyclobutane-1-carboxylate C1(=CC=CC2=CC=CC=C12)[C@H]1[C@@H](CC1)C(=O)OCC1=CC=CC=C1